C(C(=C)C)(=O)OCC(COC(C(=C)C)=O)O 1,3-Dimethacryloyloxy-2-hydroxypropane